benzyl-methoxyether C(C1=CC=CC=C1)OOC